3-methoxy-N-(piperidin-4-yl)benzamide COC=1C=C(C(=O)NC2CCNCC2)C=CC1